ClC=1C=C(CC2(CC2)C(=O)N[C@@H]2[C@H](CNCC2)C)C=CC1 (3-chlorobenzyl)-N-((3S,4S)-3-methylpiperidin-4-yl)cyclopropane-1-carboxamide